sorbic acid (sorbate) C(\C=C\C=C\C)(=O)O.C(\C=C\C=C\C)(=O)O